5,10-dimethyl-5,10-dihydro-phenazine CN1C=2C=CC=CC2N(C2=CC=CC=C12)C